C(#N)C=1C=NN2C1C(=CC(=C2)OCC)C=2C=CC(=NC2)N2C[C@@H](CC2)CNC(CC(C)C)=O (S)-N-((1-(5-(3-cyano-6-ethoxypyrazolo[1,5-a]pyridin-4-yl)pyridin-2-yl)pyrrolidin-3-yl)methyl)-3-methylbutanamide